C(C)(=O)[O-].[In+3].CC1=C(C=C(C=C1)NC(=O)N1C[C@@H](CC1)CC(F)(F)F)C1=CC(=NC(=C1)N[C@@H]1COCCC1)N1CCOCC1.C(C)(=O)[O-].C(C)(=O)[O-] (3S)-N-[4-methyl-3-[2-(morpholin-4-yl)-6-[(3S)-oxacyclohexan-3-ylamino]pyridin-4-yl]phenyl]-3-(2,2,2-trifluoroethyl)pyrrolidine-1-carboxamide Indium Acetat